N,N,4-trimethyl-6-[4-({2-[4-(2,2,2-trifluoroethyl)phenyl]-1,3-thiazol-4-yl}methyl)piperazin-1-yl]pyrimidin-2-amine CN(C1=NC(=CC(=N1)C)N1CCN(CC1)CC=1N=C(SC1)C1=CC=C(C=C1)CC(F)(F)F)C